FC=1C=C2C(=NNC2=CC1OCCOC)C1=CC(=NO1)C1=CC=C(C=C1)OCCN1CCN(CC1)C 5-Fluoro-6-(2-methoxyethoxy)-3-(3-{4-[2-(4-methylpiperazin-1-yl)ethoxy]phenyl}-1,2-oxazol-5-yl)-1H-indazol